CN1C(CNC(C1)=O)C1=CC=C(C=C1)NC(OCC1=C(C=C(C=C1)Cl)F)=O 4-chloro-2-fluorobenzyl (4-(1-methyl-5-oxopiperazin-2-yl)phenyl)carbamate